N-(4-((tert-butyldimethylsilyl)oxy)-3-methoxybenzyl)carboxamide [Si](C)(C)(C(C)(C)C)OC1=C(C=C(CNC=O)C=C1)OC